3-(1-oxo-5-((3-(3-(4-(quinoxalin-2-yl)-1H-pyrazol-1-yl)cyclobutyl)propyl)amino)isoindolin-2-yl)piperidine-2,6-dione O=C1N(CC2=CC(=CC=C12)NCCCC1CC(C1)N1N=CC(=C1)C1=NC2=CC=CC=C2N=C1)C1C(NC(CC1)=O)=O